BrC1=CC(=C(C2=C1O[CH-]C(N2)C)[N+](=O)[O-])F 8-Bromo-6-fluoro-3-methyl-5-nitro-3,4-dihydro-2H-benzo[b][1,4]oxazineid